P1(=O)(OC2=C(C=C(C=C2C(C)(C)C)C(C)(C)C)CC2=C(C(=CC(=C2)C(C)(C)C)C(C)(C)C)O1)[O-].[Li+] lithium 2,2'-methylenebis(4,6-di-t-butylphenyl) phosphate